(2-bromo-4-methylphenyl)ethynyl-N,N,4-trimethylaniline BrC1=C(C=CC(=C1)C)C#CC1=C(N(C)C)C=CC(=C1)C